(1S,2R)-2-((S)-5-Chloro-8-((4-(difluoromethyl)pyrimidin-5-yl)methoxy)-1-((6-oxo-5-azaspiro[2.4]heptan-5-yl)methyl)-1,2,3,4-tetrahydroisochinolin-2-carbonyl)-1-methylcyclohexan ClC1=C2CCN([C@@H](C2=C(C=C1)OCC=1C(=NC=NC1)C(F)F)CN1CC2(CC2)CC1=O)C(=O)[C@H]1[C@H](CCCC1)C